1-(5-bromopyridin-2-yl)piperidine-4-carbonitrile BrC=1C=CC(=NC1)N1CCC(CC1)C#N